dioctadecyl 3,5-di-tert-butyl-4-hydroxybenzyl phosphate P(=O)(OCCCCCCCCCCCCCCCCCC)(OCCCCCCCCCCCCCCCCCC)OCC1=CC(=C(C(=C1)C(C)(C)C)O)C(C)(C)C